C(C1=CC(=CC(=C1O)C(C1=CC=CC=C1)C)C)C1=CC(=CC(=C1O)C(C1=CC=CC=C1)C)C methylene-bis-(6-α-methyl-benzyl-p-cresol)